(R)-4-((1-(3-amino-5-(trifluoromethyl)phenyl)ethyl)amino)-2-methyl-8,9-dihydro-7H-cyclopenta[h]quinazolin-6-ol NC=1C=C(C=C(C1)C(F)(F)F)[C@@H](C)NC1=NC(=NC2=C3C(=C(C=C12)O)CCC3)C